COC1=NC=C(C(=N1)OC)C1=CC(=C(N=N1)N)N1N=CC2=CC=CC=C12 6-(2,4-dimethoxypyrimidin-5-yl)-4-(1H-indazol-1-yl)pyridazin-3-amine